CCCC(C(=O)O)N (±)-norvaline